1-[1-[(pyrrolidin-1-yl)methyl]cyclopropyl]methanamine N1(CCCC1)CC1(CC1)CN